(4S,4'S)-6-chloro-4'-[(ethylamino)methyl]-1'-(4-isoquinolyl)-2-[(3-methylisoxazol-5-yl)methyl]spiro[3H-isoquinoline-4,3'-pyrrolidine]-1,2'-dione ClC=1C=C2C(=CC1)C(N(C[C@@]21C(N(C[C@@H]1CNCC)C1=CN=CC2=CC=CC=C12)=O)CC1=CC(=NO1)C)=O